(1r,2r,3s,4r,5s)-1-(2-(2-amino-3-chloro-6-fluoroquinolin-7-yl)ethyl)-4-(4-amino-7H-pyrrolo[2,3-d]pyrimidin-7-yl)bicyclo[3.1.0]hexane-2,3-diol NC1=NC2=CC(=C(C=C2C=C1Cl)F)CC[C@@]12[C@H]([C@H]([C@@H]([C@H]2C1)N1C=CC2=C1N=CN=C2N)O)O